[Si](C)(C)(C(C)(C)C)OCC=1C=C(C=NC1)C1=CN=C2N1N=C(C=C2)Cl 3-(5-(((tert-butyldimethylsilyl)oxy)methyl)pyridin-3-yl)-6-chloroimidazo[1,2-b]pyridazine